DIMETHYLPENTA-2-ENEDIOATE COC(C=CCC(=O)OC)=O